(S)-N-(6-fluoro-2,3-dihydro-1H-inden-1-ylidene)-2-methylpropane-2-sulfinamide FC1=CC=C2CCC(C2=C1)=N[S@@](=O)C(C)(C)C